N1(CCNCC1)C=1C=C2C=CC=C(C2=CC1)N1C(NC(CC1)=O)=O 1-(6-(piperazin-1-yl)naphthalen-1-yl)dihydropyrimidine-2,4(1H,3H)-dione